(R)-6-[(4-chlorophenyl)-hydroxy-(3-methyl-3H-imidazol-4-yl)-methyl]-4-(3-ethynylphenyl)-1-methyl-2(1H)-quinolinone ClC1=CC=C(C=C1)[C@@](C=1C=C2C(=CC(N(C2=CC1)C)=O)C1=CC(=CC=C1)C#C)(C=1N(C=NC1)C)O